methyl-1-oxobutan CC(CCC)=O